1-tert-butyl-3-{1,4-dioxaspiro[4.4]nonan-7-yl}-1H-pyrazol-5-amine C(C)(C)(C)N1N=C(C=C1N)C1CC2(OCCO2)CC1